ClC=1C(=C(C=C(C1)O)C1=C(C=C2C(=NC(=NC2=C1F)OCC12CCCN2CCC1)N1CC2CC(C(C1)C2)O)F)C2CC2 3-(7-(3-chloro-2-cyclopropyl-5-hydroxyphenyl)-6,8-difluoro-2-((hexahydro-1H-pyrrolizin-7a-yl)methoxy)quinazolin-4-yl)-3-azabicyclo[3.2.1]octan-6-ol